5-fluoro-3-methoxy-1-(4-methoxyphenyl)-4-trifluoromethylpyrazole FC1=C(C(=NN1C1=CC=C(C=C1)OC)OC)C(F)(F)F